C(C)(=O)O[C@H]1C[C@@](O[C@H]([C@@H]1NC(CF)=O)[C@@H]([C@@H](CNC(=O)C1=CC=C(C=C1)Cl)OC(C)=O)OC(C)=O)(C(=O)OC)SC1=CC=C(C=C1)C methyl (2S,4S,5R,6R)-4-(acetyloxy)-6-[(1R,2R)-1,2-bis(acetyloxy)-3-[(4-chlorophenyl)formamido]propyl]-5-(2-fluoroacetamido)-2-[(4-methylphenyl)sulfanyl]oxane-2-carboxylate